{8-[(dimethylamino)methyl]-7-methyl-5,6,7,8-tetrahydro-1H-pyrrolo[3,2-g]isoquinolin-2-yl}methanone CN(C)CC1N(CCC2=CC3=C(C=C12)NC(=C3)C=O)C